5-(3-fluorophenyl)-N-[(3S)-oxolan-3-yl]-6-[3-(trifluoromethyl)phenoxy]pyridine-3-carboxamide FC=1C=C(C=CC1)C=1C=C(C=NC1OC1=CC(=CC=C1)C(F)(F)F)C(=O)N[C@@H]1COCC1